N-(3-((1S,2R)-2-cyanocyclobutyl)-4-(trifluoromethyl)phenyl)-3-(trifluoromethyl)-6-azabicyclo[3.1.1]heptane-6-carboxamide C(#N)[C@H]1[C@H](CC1)C=1C=C(C=CC1C(F)(F)F)NC(=O)N1C2CC(CC1C2)C(F)(F)F